N1=C(C=CC=C1)CCSCCCOCC(CO)(CC)COCCCSCCC1=NC=CC=C1 2,2-bis[3-[2-(2-pyridyl)ethylthio]propoxymethyl]butan-1-ol